8-chloro-4-((3-chloro-4-fluorophenyl)amino)-6-(((1-methyl-1H-1,2,3-triazol-4-yl)(pyridin-3-yl)methyl)amino)quinoline-3-carbonitrile ClC=1C=C(C=C2C(=C(C=NC12)C#N)NC1=CC(=C(C=C1)F)Cl)NC(C=1C=NC=CC1)C=1N=NN(C1)C